NC1=CC=CC(=N1)[C@@H](C)NC=1C2=C(N=C(N1)C)C=NC(=C2)N2C[C@@H](CC2)NC(C)=O N-[(3R)-1-(4-{[(1R)-1-(6-aminopyridin-2-yl)ethyl]amino}-2-methylpyrido[3,4-d]pyrimidin-6-yl)pyrrolidin-3-yl]acetamide